S(=O)(=O)(C1=CC=C(C)C=C1)[C@@H]1[C@H](CCC1)C(=O)O |r| rac-(1R*,2S*)-2-tosylcyclopentane-1-carboxylic acid